6-chloro-7-fluoro-3-(1H-imidazol-1-yl)-5-methoxy-1-methyl-2-(5-((methylsulfonyl)methyl)-4H-1,2,4-triazol-3-yl)-1H-indole ClC1=C(C=C2C(=C(N(C2=C1F)C)C1=NN=C(N1)CS(=O)(=O)C)N1C=NC=C1)OC